AMINOPYRIDIN NC1=NC=CC=C1